ClC(=O)C1N(CCC1)C(=O)[O-] (chlorocarbonyl)pyrrolidine-1-carboxylate